The molecule is an acyl-CoA(4-) that is the tetraanion of cinnamoyl-CoA, arising from deprotonation of phosphate and diphosphate functions. It is a conjugate base of a cinnamoyl-CoA. CC(C)(COP(=O)([O-])OP(=O)([O-])OC[C@@H]1[C@H]([C@H]([C@@H](O1)N2C=NC3=C(N=CN=C32)N)O)OP(=O)([O-])[O-])[C@H](C(=O)NCCC(=O)NCCSC(=O)/C=C/C4=CC=CC=C4)O